dithio-DL-threitol C([C@@H](S)[C@H](S)CO)O |r|